CN1C(C=C(C2=CC(=CC=C12)CNS(=O)(=O)C1=CC=CC=C1)C)=O N-((1,4-dimethyl-2-oxo-1,2-dihydroquinolin-6-yl)methyl)benzenesulfonamide